C(C1=CC=CC=C1)OC[C@@H](CO)NCC(O)C1=CC(=NC(=C1)Cl)Br (2R)-3-(benzyloxy)-2-((2-(2-bromo-6-chloropyridin-4-yl)-2-hydroxyethyl)-amino)propan-1-ol